4-butylamino-2,2,6,6-tetra-methylpiperidine C(CCC)NC1CC(NC(C1)(C)C)(C)C